4-[2-(4-{6-amino-5-[1-(2,6-dichloro-3-fluoro-phenyl)-ethoxy]-pyridin-3-yl}-phenoxy)-acetyl]-piperazine-1-carboxylic acid tert-butyl ester C(C)(C)(C)OC(=O)N1CCN(CC1)C(COC1=CC=C(C=C1)C=1C=NC(=C(C1)OC(C)C1=C(C(=CC=C1Cl)F)Cl)N)=O